CP(C=1C(=CC=C2C(=CNC12)C1=NC(=NC=C1C(F)(F)F)N[C@@H]1C[C@H](CC1)NCCCCNC(OC(C)(C)C)=O)C(=O)OC)(=O)C methyl 7-[dimethyl(oxo)-λ5-phosphoranyl]-3-(2-{[(1S,3S)-3-[(2,2-dimethyl-4-oxo-5-aza-3-oxanon-9-yl)amino]cyclopentyl]amino}-5-(trifluoromethyl)pyrimidin-4-yl)-1H-indole-6-carboxylate